N-(3-bromo-2-fluoro-5-methylphenyl)-N-((2-(trimethylsilyl)ethoxy)methyl)propane-1-sulfonamide BrC=1C(=C(C=C(C1)C)N(S(=O)(=O)CCC)COCC[Si](C)(C)C)F